C(C)(C)OC1=CC=C2CCCC2=C1 6-isopropoxy-2,3-dihydro-1H-inden